8-(5-(1-methyl-1H-indazol-5-yl)-1H-pyrrolo[2,3-b]pyridin-4-yl)-1,3,8-triazaspiro[4.5]decane-2,4-dione CN1N=CC2=CC(=CC=C12)C=1C(=C2C(=NC1)NC=C2)N2CCC1(C(NC(N1)=O)=O)CC2